ClC1=C(C=CC(=C1)C#N)C1N(CCC(C1)O)C(=O)OCC1=CC=CC=C1 benzyl 2-(2-chloro-4-cyanophenyl)-4-hydroxypiperidine-1-carboxylate